BrC1=C(C=C(OC2CCC(CC2)CCC(C)O)C=C1)C 4-((1r,4s)-4-(4-bromo-3-methylphenoxy)cyclohexyl)butan-2-ol